[Si](C)(C)(C(C)(C)C)OCC(C)OC1=CC=C(C=C1)N1C(N=C(C=C1)NC(=O)N1CCN(CC1)C(C(C)(C)NC(OC(C)(C)C)=O)=O)=O t-butyl (1-(4-((1-(4-((1-((t-butyldimethylsilyl)oxy)propan-2-yl)oxy)phenyl)-2-oxo-1,2-dihydropyrimidin-4-yl)carbamoyl)piperazin-1-yl)-2-methyl-1-oxopropan-2-yl)carbamate